C(C)O\C=C(\C(=O)OCC)/C(C(F)F)=O ethyl (E)-2-(ethoxymethylene)-4,4-difluoro-3-oxobutanoate